2-(7-{5-chloro-2-[(oxan-4-yl)amino]pyrimidin-4-yl}-1-oxo-1,2,3,4-tetrahydroisoquinolin-2-yl)acetic acid ClC=1C(=NC(=NC1)NC1CCOCC1)C1=CC=C2CCN(C(C2=C1)=O)CC(=O)O